(S)-2-((2-(3,4-dimethoxyphenyl)-3-isopropyl-1H-indol-5-yl)oxy)-N-(pyrrolidin-3-yl)acetamide COC=1C=C(C=CC1OC)C=1NC2=CC=C(C=C2C1C(C)C)OCC(=O)N[C@@H]1CNCC1